ClC1=C(C(=CC(=C1)Cl)F)NC=1N(C2=NC(=NC=C2N1)N[C@H]1C[C@H]([C@@H](CC1)C)O)C1CCC(CC1)C(=O)N (1S,4s)-4-(8-(2,4-dichloro-6-fluorophenylamino)-2-((1R,3R,4R)-3-hydroxy-4-methylcyclohexylamino)-9H-purin-9-yl)cyclohexanecarboxamide